N-(2-cyclopropyl-3-(2,5-difluorophenyl)propyl)-6-oxo-1,6-dihydropyridazine-3-carboxamide C1(CC1)C(CNC(=O)C1=NNC(C=C1)=O)CC1=C(C=CC(=C1)F)F